CC1(CCN(CC1)CC1=CC(=C(C=C1F)N1CC(NC2(C1)CCN(CC2)C2=CC(=NC=N2)NCC2CCN(CC2)C(=O)OC(C)(C)C)=O)F)C tert-butyl 4-(((6-(4-(4-((4,4-dimethylpiperidin-1-yl)methyl)-2,5-difluorophenyl)-2-oxo-1,4,9-triazaspiro[5.5]undecan-9-yl)pyrimidin-4-yl)amino)methyl)piperidine-1-carboxylate